t-butyl (4-aminobutyl)carbamate NCCCCNC(OC(C)(C)C)=O